FC(N1N=CC(=C1)N)F 1-(difluoromethyl)-1h-pyrazol-4-amine